C(CCCCC)C=1C=CC2=CNC=C2C1 6-hexylisoindole